7,8-dihydro-8-oxo-pyrazino[2,3-d]pyridazine O=C1NN=CC2=C1N=CC=N2